FC1(CC2C(CN(C2)S(=O)(=O)C=2C=NN(C2)C)C1)C1=CC=CC=C1 5-fluoro-2-((1-methyl-1H-pyrazol-4-yl)sulfonyl)-5-phenylhexahydrocyclopenta[c]pyrrol